tert-butyl (R)-3-(4-iodophenoxy)pyrrolidine-1-carboxylate IC1=CC=C(O[C@H]2CN(CC2)C(=O)OC(C)(C)C)C=C1